(R)-1,3-dimethyl-N-(5-(3-methyl-1,2,4-oxadiazol-5-yl)-2,3-dihydro-1H-inden-1-yl)-1H-pyrazole-5-carboxamide CN1N=C(C=C1C(=O)N[C@@H]1CCC2=CC(=CC=C12)C1=NC(=NO1)C)C